FC=1C(NC=C2C(=CC=CC12)C(=O)OC)=O methyl 4-fluoro-3-oxo-2,3-dihydroisoquinoline-8-carboxylate